(piperidin-2-yl)-N-(pyrimidin-5-yl)pyrimidin-2-amine N1C(CCCC1)C1=NC(=NC=C1)NC=1C=NC=NC1